10-oxa-1,2,5,7-tetraazacycloocta[cJ]indene-5,7-dicarboxylate N=1NC=2C=CN(C=3C2C1OC=CN(C3)C(=O)[O-])C(=O)[O-]